N-[4-(butan-2-yl)phenyl]-2-[(1-methyl-1H-tetrazol-5-yl)sulfanyl]-5-nitrobenzamide CC(CC)C1=CC=C(C=C1)NC(C1=C(C=CC(=C1)[N+](=O)[O-])SC1=NN=NN1C)=O